N-{1-[(2-chlorophenyl)methyl]piperidin-4-yl}-3-[6-(4-methylpiperazin-1-yl)-[1,2,4]triazolo[4,3-b]pyridazin-3-yl]propanamide ClC1=C(C=CC=C1)CN1CCC(CC1)NC(CCC1=NN=C2N1N=C(C=C2)N2CCN(CC2)C)=O